allyl chloride Palladium(II) [Pd+2].C(C=C)Cl